C(C)N1N=NC2=C1C=C(C=C2)C=2C=CN1N=C(N=C(C12)OC)N[C@H]1C(CN(CC1)C(C)=O)(F)F (R)-1-(4-((5-(1-ethyl-1H-benzo[d][1,2,3]triazol-6-yl)-4-methoxypyrrolo[2,1-f][1,2,4]triazin-2-yl)amino)-3,3-difluoropiperidin-1-yl)ethan-1-one